C(C1=CC=CC=C1)OC(=O)NCCC[C@H](C(=O)OCC)NC([C@H](C(C)(C)C)NC(=O)OC(C)(C)C)=O ethyl (R)-5-(((benzyloxy)carbonyl)amino)-2-((S)-2-((tert-butoxycarbonyl)amino)-3,3-dimethylbutanamido)pentanoate